C(C)(C)(C)OC(=O)N[C@@H](CC(=O)OCC)C=1C=C(C=C(C1F)C)C1=C(C=CC=C1C)F ethyl (S)-3-((tert-butoxycarbonyl)amino)-3-(2',4-difluoro-5,6'-dimethyl-[1,1'-biphenyl]-3-yl)propanoate